cadmium-gallium oxide [O-2].[Ga+3].[Cd+2]